tetrahydroanthracene-2,3,6,7-tetracarboxylic acid C1C(C(CC2=CC3=CC(=C(C=C3C=C12)C(=O)O)C(=O)O)C(=O)O)C(=O)O